ClC1=NC=C(C(=N1)C=1C=CC2=C(N(C(O2)=O)C(C)C)C1)F 5-(2-chloro-5-fluoropyrimidin-4-yl)-3-isopropylbenzo[d]Oxazol-2(3H)-one